COC[C@@H](CCC1=C(C=CC(=C1)C)S(=O)(=O)[O-])C1=C(C=CC(=C1)C)S(=O)(=O)[O-] (3S)-4-methoxybutane-1,3-diylbis(4-methylbenzene-1-sulfonate)